C(C)(C)(C)OC(=O)NC=1C=C(C2=C(C(=CC=C2C1)F)C#C)C=1C(=C2C(=C(N=C(C2=CN1)N1CC2CCC(C1)N2C(=O)OC(C)(C)C)C#N)C)F tert-butyl 3-[6-[3-(tert-butoxycarbonylamino)-8-ethynyl-7-fluoro-1-naphthyl]-3-cyano-5-fluoro-4-methyl-2,7-naphthyridin-1-yl]-3,8-diazabicyclo[3.2.1]octane-8-carboxylate